(benzyloxy)-4-(cyclopropylmethoxy)benzene C(C1=CC=CC=C1)OC1=CC=C(C=C1)OCC1CC1